O1C=C(C=C1)CN1CCN(CC1)CC1=C(OC2=C(C1=O)C(=CC(=C2)O)O)C2=CC=C(C=C2)O ((4-(furan-3-ylmethyl)piperazin-1-yl)methyl)-5,7-dihydroxy-2-(4-hydroxyphenyl)-4H-benzopyran-4-one